1-methoxy-N-((3-methyl-4-(thiazol-2-yloxy)phenyl)carbamoyl)cyclopropane-1-carboxamide COC1(CC1)C(=O)NC(NC1=CC(=C(C=C1)OC=1SC=CN1)C)=O